1-(4-(tert-butyl)phenyl)cyclohexane-1,3-diamine C(C)(C)(C)C1=CC=C(C=C1)C1(CC(CCC1)N)N